(Z)-4-(cyclopentylsulfonyl)-3,4,4-trifluorobut-2-en-1-amine C1(CCCC1)S(=O)(=O)C(/C(=C/CN)/F)(F)F